IC1=CC=C(N=N1)NC(C1=C(C=CC=C1)[N+](=O)[O-])=O N-(6-iodopyridazin-3-yl)-2-nitrobenzamide